O=C1C2=C(C=NN1)N=C(N=C2NC2=CC=C(C=C2)N2CCCCC2)C2=CC=CC=C2 1-(4-(5-Oxo-2-phenyl-5,6-dihydropyrimido[4,5-d]pyridazin-4-ylamino)phenyl)piperidin